C(C)(C)(C)C1=CC(=NN1C[C@@H](C)O)NC=1N(C=2C(=NC=C(C2Cl)OC=2C=NN3C2C=NC=C3)N1)C (R)-1-(5-(tert-butyl)-3-((7-chloro-1-methyl-6-(pyrazolo[1,5-a]pyrazin-3-yloxy)-1H-imidazo[4,5-b]pyridin-2-yl)amino)-1H-pyrazol-1-yl)propan-2-ol